N-(4-((3-chloro-4-fluorophenyl)amino)-7-(3-(4-(4-(7-((2-(2,6-dioxopiperidin-3-yl)-1-oxoisoindolin-4-yl)amino)heptanoyl)piperazin-1-yl)piperidin-1-yl)propoxy)quinazolin-6-yl)acrylamide ClC=1C=C(C=CC1F)NC1=NC=NC2=CC(=C(C=C12)NC(C=C)=O)OCCCN1CCC(CC1)N1CCN(CC1)C(CCCCCCNC1=C2CN(C(C2=CC=C1)=O)C1C(NC(CC1)=O)=O)=O